hexadeca-8-ene-1,16-dicarboxylic acid C(CCCCCCC=CCCCCCCCC(=O)O)C(=O)O